ClC1=C(C(=CC=C1)Cl)C1C(C2=C(N=C(N=C2)SC)N(C1=O)C)=O 6-(2,6-dichlorophenyl)-8-methyl-2-(methylsulfanyl)-6H-pyrido[2,3-d]pyrimidine-5,7-dione